5-[(1R)-1-(3,5-dichloro-4-pyridyl)ethoxy]-3-[1-(1-methyl-4-piperidyl)pyrazol-4-yl]-1H-indazole ClC=1C=NC=C(C1[C@@H](C)OC=1C=C2C(=NNC2=CC1)C=1C=NN(C1)C1CCN(CC1)C)Cl